FC1=CC(=CC2=C1N=C(S2)C2CCN(CC2)C)C=2C=C(C=1N(N2)C=C(N1)C)C 6-[4-fluoro-2-(1-methylpiperidin-4-yl)-1,3-benzothiazol-6-yl]-2,8-dimethylimidazo[1,2-b]pyridazine